Ethyl 2-((5-(6-chloro-1-(4-fluoro-2-methylphenyl)-4-oxo-1,4-dihydroquinazolin-3(2H)-yl)-6-methylpyridin-2-yl)oxy)acetate ClC=1C=C2C(N(CN(C2=CC1)C1=C(C=C(C=C1)F)C)C=1C=CC(=NC1C)OCC(=O)OCC)=O